(1R,4r)-4-((R)-1-(methyl((R)-4-(((R)-1-(1-methyl-1H-pyrazol-4-yl)-2-(piperidin-1-yl)ethyl)amino)-6-phenyl-5,6,7,8-tetrahydroquinazolin-2-yl)amino)propyl)cyclohexane-1-carboxylic acid CN([C@H](CC)C1CCC(CC1)C(=O)O)C1=NC=2CC[C@H](CC2C(=N1)N[C@@H](CN1CCCCC1)C=1C=NN(C1)C)C1=CC=CC=C1